cis-1-((5-(4-fluoro-3-(trifluoromethyl)phenyl)-1,2,4-oxadiazol-3-yl)methyl)-N-(1H-indol-5-yl)-2-methylpiperidine-4-carboxamide FC1=C(C=C(C=C1)C1=NC(=NO1)CN1[C@H](C[C@H](CC1)C(=O)NC=1C=C2C=CNC2=CC1)C)C(F)(F)F